3,3-dimethyl-1,4-dihydroquinolin-2-one CC1(C(NC2=CC=CC=C2C1)=O)C